2,4-dimethyl-octanediamine CC(C(N)N)CC(CCCC)C